NC1=C2N=CN(C2=NC=N1)[C@@H]1O[C@@H]([C@H]([C@H]1O)O)CO[Si](C1=CC=CC=C1)(C1=CC=CC=C1)C(C)(C)C (2R,3R,4S,5R)-2-(6-amino-9H-purin-9-yl)-5-((tert-butyldiphenylsilyloxy)methyl)-tetrahydrofuran-3,4-diol